C12(C[C@H]3CC(C31)C2)C2=CC=C(C=C2)B(O)O (4-((1R,3R,6R)-tricyclo[3.1.1.03,6]heptan-1-yl)phenyl)boronic acid